BrC1=C(C=CC=C1F)N(CC(=O)OCC)C(\C=C\OCC)=O Ethyl (E)-N-(2-bromo-3-fluorophenyl)-N-(3-ethoxyacryloyl)glycinate